2,5-diaminotrifluorobenzene NC1=C(C=C(C(=C1F)F)N)F